(R)-1-(3-(1,1-difluoroethyl)phenyl)ethan-1-amine FC(C)(F)C=1C=C(C=CC1)[C@@H](C)N